ClC1=NC=C(C2=CC=CC=C12)C 1-chloro-4-methylisoquinoline